3-(5-(((1R,2R)-2-(6-azaspiro[3.5]nonan-6-yl)cyclopentyl)oxy)-1-oxoisoindolin-2-yl)piperidine-2,6-dione C1CCC12CN(CCC2)[C@H]2[C@@H](CCC2)OC=2C=C1CN(C(C1=CC2)=O)C2C(NC(CC2)=O)=O